OC1=C(C(=C(C(=C1C)O)C)O)C 2,4,6-trihydroxy-1,3,5-trimethylbenzene